[O-2].[Sc+3].[Li+].[O-2] lithium scandium oxide